O1CCN(CC1)C1=C2C(=NC(=C1)N1N=C(C=C1)C=1C=C(C=CC1)C)C=C(S2)C(=O)NC2=CC=NC=C2 7-Morpholino-N-(pyridin-4-yl)-5-(3-(m-tolyl)-1H-pyrazol-1-yl)thieno[3,2-b]pyridine-2-carboxamide